2-(((1s,4s)-4-(((3-chloro-phenyl)(phenyl)carbamoyl-oxy)methyl)cyclohexyl)methoxy)acetic acid ClC=1C=C(C=CC1)N(C(=O)OCC1CCC(CC1)COCC(=O)O)C1=CC=CC=C1